5-(1,1-dideutero-2,2-difluoro-ethyl)-4-methoxy-pyrimidin-2-amine [2H]C(C(F)F)([2H])C=1C(=NC(=NC1)N)OC